COC1=CC(=CC(=C1)C(CCCCCC)(C)C)OC 1,3-dimethoxy-5-(1,1-dimethylheptyl)benzene